4-[3-({5-[(2S,5R)-5-amino-2-methylpiperidine-1-carbonyl]-2-[1-(cyclopropylmethyl)-1H-indol-2-yl]-7-methoxy-1H-1,3-benzodiazol-1-yl}methyl)azetidine-1-carbonyl]benzonitrile N[C@@H]1CC[C@@H](N(C1)C(=O)C1=CC2=C(N(C(=N2)C=2N(C3=CC=CC=C3C2)CC2CC2)CC2CN(C2)C(=O)C2=CC=C(C#N)C=C2)C(=C1)OC)C